5-(4-((3-isopropyl-2-oxooxazolidin-5-yl)methoxy)phenyl)-2-oxo-6-(trifluoromethyl)-1,2-dihydropyridine-3-carboxamide C(C)(C)N1C(OC(C1)COC1=CC=C(C=C1)C=1C=C(C(NC1C(F)(F)F)=O)C(=O)N)=O